COC(=O)N1[C@H](CCC2=C3C(=CC=C12)N(C(=N3)[C@@H](CC3CCOCC3)C)[C@H]3C[C@@H](CCC3)C(=O)O)C (1R,3R)-3-((S)-6-(methoxycarbonyl)-7-methyl-2-((R)-1-(tetrahydro-2H-pyran-4-yl)propan-2-yl)-6,7,8,9-tetrahydro-3H-imidazo[4,5-f]quinolin-3-yl)cyclohexane-1-carboxylic acid